ClC=1NC(C2=C(N1)C=NN2C\C=C\COC)=O 5-chloro-1-[(E)-4-methoxybut-2-enyl]-6H-pyrazolo[4,3-d]pyrimidin-7-one